C(C)(C)(C)NC(=O)C1=NC=CC(=C1)NC(CC1=C(C=C(C(=C1)Cl)CNC(C)(C)C)O)=O N-tert-butyl-4-[[2-[4-[(tert-butylamino)methyl]-5-chloro-2-hydroxy-phenyl]acetyl]amino]pyridine-2-carboxamide